Cyanoethoxydiisopropylphosphinyl-(S)-3-Amino-1,2-Propanediol C(#N)CCO[C@](C(CN)O)(O)P(=O)(C(C)C)C(C)C